FC(C(=O)O)(F)F.FC(C1=CC=C(C=C1)N1C=CC=2C1=CC=C1C=NC=NC21)(F)F 7-(4-(trifluoromethyl)phenyl)-7H-pyrrolo[2,3-H]quinazoline trifluoroacetate salt